N1CC(C1)C#CC1=CC=CC=2N(C(N(C21)C)=O)C2C(NC(CC2)=O)=O 3-[4-[2-(Azetidin-3-yl)ethynyl]-3-methyl-2-oxo-benzimidazol-1-yl]piperidine-2,6-dione